N-(4-(8-Ethyl-2-(((3S,5S)-5-fluoropiperidin-3-yl)amino)-7-oxo-7,8-dihydropyrido[2,3-d]pyrimidin-6-yl)-2,3,6-trifluorophenyl)-1-(3-(trifluoromethyl)phenyl)methanesulfonamide C(C)N1C(C(=CC2=C1N=C(N=C2)N[C@@H]2CNC[C@H](C2)F)C2=C(C(=C(C(=C2)F)NS(=O)(=O)CC2=CC(=CC=C2)C(F)(F)F)F)F)=O